ClC=1C=C(C(=C2CCCC12)OC1CCNCC1)C1=C2C(=NC=C1)C=C(S2)CN2C(C1C(C1C2=O)(C)C)=O 3-((7-(7-chloro-4-(piperidin-4-yloxy)-2,3-dihydro-1H-inden-5-yl)thieno[3,2-b]pyridin-2-yl)methyl)-6,6-dimethyl-3-azabicyclo[3.1.0]hexane-2,4-dione